5-amino-3-tert-butyl-pyrazole-1-carboxylic acid [4-(5-trifluoromethyl-benzoimidazol-1-yl)-phenyl]-amide FC(C1=CC2=C(N(C=N2)C2=CC=C(C=C2)NC(=O)N2N=C(C=C2N)C(C)(C)C)C=C1)(F)F